NC1=NC=C(C2=C1C(=C(N2C)C2=CC=C(C=C2)NC(C(=C)F)=O)C2=CC(=C(C=C2)OC2=NC=CC(=N2)C)F)Br N-[4-(4-amino-7-bromo-3-{3-fluoro-4-[(4-methylpyrimidin-2-yl)oxy]phenyl}-1-methylpyrrolo[3,2-c]pyridin-2-yl)phenyl]-2-fluoroprop-2-enamide